C(=O)C1=CC(=C(C=C1)C=CC(=O)OCC)OC ethyl 3-(4-formyl-2-methoxy-phenyl)-acrylate